COC(=O)C=1C=C(C2=C(CCO2)C1Br)N 7-amino-4-bromo-2,3-dihydrobenzofuran-5-carboxylic acid methyl ester